OC1=CC(=CC2=C1OC(O2)(C2=CC=CC=C2)C2=CC=CC=C2)C(=O)OC2=CC(=CC=1OC(OC12)(C1=CC=CC=C1)C1=CC=CC=C1)C(=O)OC(C)(C)C 6-(tert-butoxycarbonyl)-2,2-diphenylbenzo[d][1,3]dioxol-4-yl 7-hydroxy-2,2-diphenylbenzo[d][1,3]dioxole-5-carboxylate